tert-butyl 2-[(3-chloro-5-nitro-anilino)methyl]prop-2-enoate ClC=1C=C(NCC(C(=O)OC(C)(C)C)=C)C=C(C1)[N+](=O)[O-]